(R)-N-(4-((RS)-5,6,7,8-tetrahydroimidazo[1,5-a]pyridin-8-yl)phenyl)-2,3-dihydrobenzo[b][1,4]dioxine-2-carboxamide C=1N=CN2C1[C@H](CCC2)C2=CC=C(C=C2)NC(=O)[C@H]2COC1=C(O2)C=CC=C1 |&1:5|